C1(=CC(=CC(=C1)CC(=O)N)CC(=O)N)CC(=O)N 1,3,5-benzenetricarboxyamide